1-(4,5-Di-phenylimidazol-1-yl)-4,4-difluoro-3,3-dimethylisoquinoline C1(=CC=CC=C1)C=1N=CN(C1C1=CC=CC=C1)C1=NC(C(C2=CC=CC=C12)(F)F)(C)C